5-chloro-N-[[6-(3,3-diethoxypropoxy)-3-pyridyl]methyl]-3-ethyl-pyrazolo[1,5-a]pyrimidin-7-amine ClC1=NC=2N(C(=C1)NCC=1C=NC(=CC1)OCCC(OCC)OCC)N=CC2CC